CN(C1=C2C=C(N=CC2=CC=C1)N1C=CC=2C1=CN=C(C2)N2CC(C2)OC2CCN(CC2)CCCCCOC=2C=C1C(N(C(C1=CC2)=O)C2C(NC(CC2)=O)=O)=O)C 5-((5-(4-((1-(1-(5-(dimethylamino)isoquinolin-3-yl)-1H-pyrrolo[2,3-c]pyridin-5-yl)azetidin-3-yl)oxy)piperidin-1-yl)pentyl)oxy)-2-(2,6-dioxopiperidin-3-yl)isoindoline-1,3-dione